FC1=CC(=C(C=C1)C1=CC(=CC=C1)C=1OC2=C(N1)C=C(C=C2)C(=O)OC)C2=NN=CN2C Methyl 2-(4'-fluoro-2'-(4-methyl-4H-1,2,4-triazol-3-yl)-[1,1'-biphenyl]-3-yl)benzo[d]oxazole-5-carboxylate